(-)-4-(dodecyloxy)-5'-methyl-2'-(prop-1-en-2-yl)-1',2',3',4'-tetrahydro-[1,1-biphenyl]-2,6-diol C(CCCCCCCCCCC)OC=1C=C(C(=C(C1)O)C1C(CCC(=C1)C)C(=C)C)O